C(C=C)(=O)OCCCCCOP(=O)(O)O acryloyloxypentyldihydrogenphosphate